2-Chloro-4-(1-ethoxyvinyl)-5-methylpyrimidine ClC1=NC=C(C(=N1)C(=C)OCC)C